Cl.CC1NCCNC1C 2,3-dimethylpiperazine hydrochloride